C(CC)(=O)C1=CC=C(OCCCCC(=O)NC2=C(C(=O)NC3=C(C(=O)O)C=CC=C3)C=CC=C2)C=C1 2-(2-(5-(4-Propionylphenoxy)pentanoylamino)benzoylamino)benzoic acid